cis-4-bromo-2-methoxynaphthalene BrC1=CC(=CC2=CC=CC=C12)OC